C(OC1=CC=CC2=CC=CC=C12)(=O)Br 1-naphthyl bromocarbonate